agmatine hemisulfate S(=O)(=O)(O)O.NC(NCCCCN)=N.NC(NCCCCN)=N